tert-butyl (2R,6S)-4-(3-(1-(4-(5-(difluoromethyl)-1,3,4-oxadiazol-2-yl)-2-fluorobenzyl)-1H-1,2,3-triazol-4-yl)phenyl)-2,6-dimethylpiperazin-1-carboxylate FC(C1=NN=C(O1)C1=CC(=C(CN2N=NC(=C2)C=2C=C(C=CC2)N2C[C@H](N([C@H](C2)C)C(=O)OC(C)(C)C)C)C=C1)F)F